2-(3-cyanophenyl)-3-(2,6-dimethyl-4-pyridinyl)-N-(3-hydroxy-1-bicyclo[1.1.1]pentanyl)pyrazolo[1,5-a]pyrimidine-5-carboxamide C(#N)C=1C=C(C=CC1)C1=NN2C(N=C(C=C2)C(=O)NC23CC(C2)(C3)O)=C1C1=CC(=NC(=C1)C)C